C1(CC1)S(=O)(=O)N1N=CC(=C1)C1=NC=CC(=N1)C1(C=C(C(=CN1)C1=NC=C(C=C1)C(C(F)(F)F)OC)NC1CCC(CC1)CN(C)C)N 6'-(2-(1-(Cyclopropylsulfonyl)-1H-pyrazol-4-yl)pyrimidin-4-yl)-N4'-((1s,4s)-4-((dimethylamino)methyl)cyclohexyl)-5-(2,2,2-trifluoro-1-methoxyethyl)-[2,3'-bipyridine]-4',6'-diamine